tert-butyl [2-({2-[(3R)-3-methylmorpholin-4-yl]-8-(1H-pyrazol-5-yl)-1,7-naphthyridin-4-yl}oxy)ethyl]carbamate C[C@H]1N(CCOC1)C1=NC2=C(N=CC=C2C(=C1)OCCNC(OC(C)(C)C)=O)C1=CC=NN1